C(C)(C)(C)OC(=O)N[C@H](C(=O)OC)CC=1C(=NC=C(C1)F)OC1CC1 Methyl (2S)-2-[(tert-butoxycarbonyl)amino]-3-(2-cyclopropoxy-5-fluoropyridin-3-yl)propanoate